(S)-quinuclidin-3-yl (3,3-dimethyl-7-(8-methylquinolin-5-yl)chroman-4-yl)carbamate CC1(COC2=CC(=CC=C2C1NC(O[C@@H]1CN2CCC1CC2)=O)C2=C1C=CC=NC1=C(C=C2)C)C